iodocyclopropane IC1CC1